Br.Br.ClC1=C(C=C2CC[C@@H](CC2=C1)N[C@H](C(=O)NC=1N=CN(C1)C(CNCC(C)(C)C)(C)C)CCC)F (S)-2-(((S)-7-chloro-6-fluoro-1,2,3,4-tetrahydronaphthalen-2-yl)amino)-N-(1-(2-methyl-1-(neopentylamino)propan-2-yl)-1H-imidazol-4-yl)pentanoamide dihydrobromide